C(C)(=O)C1=NN(C2=C3C(=C(C=C12)C=1C=NC(=NC1)C)CCCO3)CC(=O)N3[C@@H]1C[C@@]1(C[C@H]3C(=O)NC3=NC(=CC=C3C)Br)C (1R,3S,5R)-2-(2-(3-acetyl-5-(2-methylpyrimidin-5-yl)-7,8-dihydropyrano[3,2-g]indazol-1(6H)-yl)acetyl)-N-(6-bromo-3-methylpyridin-2-yl)-5-methyl-2-azabicyclo[3.1.0]hexane-3-carboxamide